3-[[5-(7-chloro-1H-indol-3-yl)-3-methylpyrazin-2-yl]oxy]-4-fluoropyrrolidine-1-carboxylate ClC=1C=CC=C2C(=CNC12)C=1N=C(C(=NC1)OC1CN(CC1F)C(=O)[O-])C